5-(2-isopropyl-1H-imidazol-1-yl)-1,3-dihydro-2H-benzo[d]imidazol-2-one C(C)(C)C=1N(C=CN1)C1=CC2=C(NC(N2)=O)C=C1